5,7-di-tert-butyl-3-(3,4-dipropylphenyl)-3H-benzofuran-2-one C(C)(C)(C)C=1C=C(C2=C(C(C(O2)=O)C2=CC(=C(C=C2)CCC)CCC)C1)C(C)(C)C